CC1=C(C(=C(C(=C1CC1=CC(=C(C(=C1)C(C)(C)C)O)C(C)(C)C)C)CC1=CC(=C(C(=C1)C(C)(C)C)O)C(C)(C)C)C)CC1=CC(=C(C(=C1)C(C)(C)C)O)C(C)(C)C 1,3,5-Trimethyl-2,4,6-tris(3,5-di-tert-butyl-4-hydroxybenzyl)benzol